amino-5-(4-ethoxy-1-isopropylpiperidin-4-yl)-[2,3'-bipyridine]-5'-Carboxylic acid NC=1C(=NC=C(C1)C1(CCN(CC1)C(C)C)OCC)C=1C=NC=C(C1)C(=O)O